7-bromo-5-methyl-2,3,4,5-tetrahydro-1H-pyrido[4,3-b]indole BrC=1C=CC=2C3=C(N(C2C1)C)CCNC3